C(CCC\C=C\CC\C=C\C\C=C\CCCCC)(=O)O (5e,9e,12e)-octadec-5,9,12-trienoic acid